4-((4-aminophenyl)thio)-2-isopropoxybenzenamine NC1=CC=C(C=C1)SC1=CC(=C(C=C1)N)OC(C)C